C1(CC(CC)N1)=O beta-valerolactam